5-(hexadecan-3-yl)-1,2,3-oxadiazol-4(5H)-one CCC(CCCCCCCCCCCCC)C1C(N=NO1)=O